6-(isothiazol-4-ylamino)-3-methoxy-N-[[1-(trifluoromethyl)cyclopropyl]methyl]pyridine-2-carboxamide S1N=CC(=C1)NC1=CC=C(C(=N1)C(=O)NCC1(CC1)C(F)(F)F)OC